S(N)(=O)(=O)C1=NC=CC(=C1)NC(=O)C1=C(C=NN1)C(F)(F)F N-(2-sulfamoylpyridin-4-yl)-4-(trifluoromethyl)-1H-pyrazole-5-carboxamide